C(=O)O.C(=O)O.C1CC12NCCC(C2)N2C(=CC1=C2N=NC(=C1)C1=C(C=C(C=C1)N1N=NC=C1)O)C 2-[7-(4-azaspiro[2.5]oct-7-yl)-6-methyl-7H-pyrrolo[2,3-c]pyridazin-3-yl]-5-(1H-1,2,3-triazol-1-yl)phenol diformate